2-bromo-5-(methoxymethyl)pyridine BrC1=NC=C(C=C1)COC